C(=C)C1=CC(=CC=C1)C=C m-divinylbenzene